CN(C(=O)C1SCCN1C(=O)OC(C)(C)C)C=1C=C(C=CC1)C tert-butyl 2-(methyl(m-tolyl)carbamoyl)thiazolidine-3-carboxylate